C(C)(C)(C)OC(=O)N1CCC(=CCC1)C=1C=CC=2N=CN=C(C2N1)NC1=CC(=C(C=C1)OC1=CC=2N(C=C1)N=CN2)C 4-[4-[(3-methyl-4-[[1,2,4]triazolo[1,5-a]pyridin-7-yloxy]phenyl)amino]pyrido[3,2-d]pyrimidin-6-yl]-2,3,6,7-tetrahydroazepin-1-carboxylic acid tert-butyl ester